2,3,6,7,10,11-hexaaminotriphenylene NC1=CC=2C3=CC(=C(C=C3C3=CC(=C(C=C3C2C=C1N)N)N)N)N